CC1=CC=C(C=N1)S(=O)(=O)C1=CC=C(C=C1)CNC(=O)C=1C=C2C(=NC1)NN=C2 N-{[4-(6-methylpyridine-3-sulfonyl)phenyl]methyl}-1H-pyrazolo[3,4-b]pyridine-5-carboxamide